FC(C(=O)N1C(C2=CC(=CC=C2CC1)O)C)(F)F 2,2,2-trifluoro-1-(7-hydroxy-1-methyl-3,4-dihydroisoquinolin-2(1H)-yl)ethan-1-one